acryloxynaphthyltrimethoxysilane C(C=C)(=O)OCO[Si](OC)(OC)C1=CC=CC2=CC=CC=C12